4-methyl-5-oxopyrrolidine-1,2-dicarboxylic acid CC1CC(N(C1=O)C(=O)O)C(=O)O